FC=1C=C(C=CC1F)C=1C=C2C(=NC1)N(C(N2CC2=NC=CC=N2)=O)C 6-(3,4-difluorophenyl)-3-methyl-1-(pyrimidin-2-ylmethyl)imidazo[4,5-b]pyridin-2-one